dimethyl cis-4-cyclohexene-1,2-dicarboxylate [C@@H]1([C@H](CC=CC1)C(=O)OC)C(=O)OC